2-((3-(benzyloxy)cyclobutyl)amino)ethan-1-ol C(C1=CC=CC=C1)OC1CC(C1)NCCO